2-ethylhexyl 3-[(7-hydroxy-2-methyl-3,4-dihydro-1H-isoquinolin-6-yl)sulfanyl]propanoate OC1=C(C=C2CCN(CC2=C1)C)SCCC(=O)OCC(CCCC)CC